The molecule is a glycosyloxyisoflavone that is daidzein attached to a beta-D-glucopyranosyl residue at position 7 via a glycosidic linkage. It is used in the treatment of alcohol dependency (antidipsotropic). It has a role as a plant metabolite. It is a hydroxyisoflavone, a monosaccharide derivative and a 7-hydroxyisoflavones 7-O-beta-D-glucoside. It derives from a daidzein. C1=CC(=CC=C1C2=COC3=C(C2=O)C=CC(=C3)O[C@H]4[C@@H]([C@H]([C@@H]([C@H](O4)CO)O)O)O)O